N-(6-(5-methoxy-1-methyl-1H-pyrazol-4-yl)-2,4-dimethylpyridin-3-yl)acetamide COC1=C(C=NN1C)C1=CC(=C(C(=N1)C)NC(C)=O)C